C(CCCCCCCCCCCCCCCCC)(=O)OCCCOCCCCCCCCCCCCCCCCCC Stearic acid, 3-(octadecyloxy)propyl ester